F[C@@H]1[C@@H](C1)C(=O)NC1=CC2=C(C=N1)C(=C(N2C)C2=C(C=CC=C2OC)F)C (1S,2S)-2-fluoro-N-(2-(2-fluoro-6-methoxyphenyl)-1,3-dimethyl-1H-pyrrolo[3,2-c]pyridin-6-yl)cyclopropane-1-carboxamide